(E)-(3-(3-bromo-4-hydroxyphenyl)-2-(hydroxyimino)propionamido)glycine methyl ester COC(CNNC(/C(/CC1=CC(=C(C=C1)O)Br)=N/O)=O)=O